COC=1C=C(C=CC1OC)N1[C@H]2CN([C@@H](C1)C2)C(=O)OC(C)(C)C (1R,4R)-tert-butyl 5-(3,4-dimethoxyphenyl)-2,5-diazabicyclo[2.2.1]heptane-2-carboxylate